C(CC)C(C(=O)O)C(=O)O PROPYLMALONIC ACID